6''-trans-p-coumarate C(\C=C\C1=CC=C(C=C1)O)(=O)[O-]